[N+](=O)([O-])C=1C=C(C=CC1)N\C=C/C(=O)C1=CC=CC=C1 (Z)-3-((3-nitrophenyl)amino)-1-phenylprop-2-en-1-one